(7-(2-chloro-6-(2-((tetrahydro-2H-pyran-2-yl)oxy)ethoxy)phenyl)-1H-indol-3-yl)(3,4,5-trifluorophenyl)methanone ClC1=C(C(=CC=C1)OCCOC1OCCCC1)C=1C=CC=C2C(=CNC12)C(=O)C1=CC(=C(C(=C1)F)F)F